C1(=C(C(=C(C(=C1[2H])[2H])[2H])[2H])[2H])C1=C(C(=CC=C1)C1=C(C(=C(C(=C1[2H])[2H])[2H])[2H])[2H])NC=1C(=CC=CC1)N N1-([1,1':3',1''-terphenyl]-2'-yl-2,2'',3,3'',4,4'',5,5'',6,6''-d10)benzene-1,2-diamine